((1r,4R)-4-hydroxy-4-(trifluoromethyl)cyclohexyl)-2,5-dimethylpiperidine-4-carboxamide OC1(CCC(CC1)N1C(CC(C(C1)C)C(=O)N)C)C(F)(F)F